(S)-2-(((TERT-BUTYLDIPHENYLSILYL)OXY)METHYL)PENT-4-EN-1-YL METHANESULFONATE CS(=O)(=O)OC[C@@H](CC=C)CO[Si](C1=CC=CC=C1)(C1=CC=CC=C1)C(C)(C)C